C(=O)O.ClC=1N=C(N2C1C(=CC(=C2)S(NC2(CC2)CF)(=O)=O)N2C[C@H](N(CC2)C(=O)OC(C)(C)C)C)C=2SC(=NN2)C(F)F tert-butyl (R)-4-(1-chloro-3-(5-(difluoromethyl)-1,3,4-thiadiazol-2-yl)-6-(N-(1-(fluoromethyl)cyclopropyl)sulfamoyl)imidazo[1,5-a]pyridin-8-yl)-2-methylpiperazine-1-carboxylate formate